3-(3,4-dichlorophenyl)-5-(2-oxo-2-(5-azaspiro[2.3]hexan-5-yl)ethyl)thieno[3,2-c]pyridin-4(5H)-one ClC=1C=C(C=CC1Cl)C1=CSC2=C1C(N(C=C2)CC(N2CC1(CC1)C2)=O)=O